4-(N-methyl-pyrazol-3-yl)aniline CN1N=C(C=C1)C1=CC=C(N)C=C1